4-aminotetraazolo[1,5-a]quinoxaline-8-carboxylic acid NC=1C=2N(C3=CC(=CC=C3N1)C(=O)O)N=NN2